rel-(2R,3S,4S,5R)-4-[[3-[2-methoxy-6-(trifluoromethyl)-3-pyridyl]-4,5-dimethyl-5-(trifluoromethyl)tetrahydrofuran-2-carbonyl]amino]pyridine-2-carboxamide COC1=NC(=CC=C1[C@H]1[C@@H](O[C@]([C@H]1C)(C(F)(F)F)C)C(=O)NC1=CC(=NC=C1)C(=O)N)C(F)(F)F |o1:8,9,11,12|